FC1(CCN(CC1)C)CNC1=C(C=CC=C1[N+](=O)[O-])S(=O)(=O)C1=CC=C(C(=O)N)C=C1 4-((4-fluoro-1-methylpiperidin-4-yl)methylamino-3-nitrophenylsulfonyl)benzamide